C(CCCCCC\C=C/CCCCCCCC)C(O[Si](OCCCCCCN(CCO)CCO)(C)C)OCC(SSCCCCCCCCCC)CCCCCCCC (Z)-13-(heptadec-8-en-1-yl)-3-(2-hydroxyethyl)-11,11-dimethyl-16-octyl-10,12,14-trioxa-17,18-dithia-3-aza-11-silaoctacosan-1-ol